O1CC(C1)N1N=CC(=C1)B(O)O (1-(oxetan-3-yl)-1H-pyrazol-4-yl)boronic acid